tert-butyl (R)-2-((4-cyclopropylphenyl)carbamoyl)-4,4-difluoropiperidine-1-carboxylate C1(CC1)C1=CC=C(C=C1)NC(=O)[C@@H]1N(CCC(C1)(F)F)C(=O)OC(C)(C)C